COCCO[C@H]1[C@@H](O[C@@H]([C@H]1O)CO)N1C(=O)N=C(N)C=C1 2'-O-(2-methoxyethyl)cytidine